S(=O)(=O)(C1=CC=C(C)C=C1)C(C1=CC(=C(C=C1)F)F)[N+]#[C-] TOSYL-(3,4-DIFLUOROBENZYL) ISOCYANIDE